COC(C1=C(C=C(C=C1)C(F)(F)F)NC1=C(C=C(C=C1)F)OCC=C)=O ((2-(allyloxy)-4-fluorophenyl)amino)-4-(trifluoromethyl)-benzoic acid methyl ester